(S)-3-(4-bromophenoxy)-2-((tert-butyldimethylsilyl)oxy)-propionitrile BrC1=CC=C(OC[C@H](C#N)O[Si](C)(C)C(C)(C)C)C=C1